F[C@H]1C[C@H](N2N=C(N=C21)[S@@](=O)C(F)(F)F)C2=CC=CC=C2 |&1:1,3| Rac-(5s,7s)-7-fluoro-5-phenyl-2-[(R)-trifluoromethylsulfinyl]-6,7-dihydro-5H-pyrrolo[1,2-b][1,2,4]triazole